C(C1=CC=CC=C1)N1C(C2=CC=C(C=C2CC1)OC1=C(C=C(C=C1Cl)N1C(=NOC1=O)C(=O)N)Cl)=O (4-((2-benzyl-1-oxo-1,2,3,4-tetrahydroisoquinolin-6-yl)oxy)-3,5-dichlorophenyl)-5-oxo-4,5-dihydro-1,2,4-oxadiazole-3-carboxamide